tert-butyl (2S,6S)-4-[4-[(7-fluoro-2-methyl-indazol-5-yl)carbamoyl]-3-hydroxy-2-nitro-phenyl]-2,6-dimethyl-piperazine-1-carboxylate FC1=CC(=CC2=CN(N=C12)C)NC(=O)C1=C(C(=C(C=C1)N1C[C@@H](N([C@H](C1)C)C(=O)OC(C)(C)C)C)[N+](=O)[O-])O